2-ethyl-N-(2-methoxy-1-methyl-ethyl)-6-methylaniline C(C)C1=C(NC(COC)C)C(=CC=C1)C